ClC1=CC=CC(=N1)C1=NC(=NC(=N1)NC(C(F)(F)F)C(F)(F)F)N[C@@H](C(F)(F)F)C (R)-6-(6-chloropyridin-2-yl)-N2-(1,1,1,3,3,3-hexafluoropropan-2-yl)-N4-(1,1,1-trifluoropropan-2-yl)-1,3,5-triazine-2,4-diamine